FC=1C(=NC(=CC1)OCC)C=O (3-fluoro-6-ethoxypyridin-2-yl)methanone